butyl 3-hydroxy-3-phenylpyrrolidine-1-carboxylate OC1(CN(CC1)C(=O)OCCCC)C1=CC=CC=C1